3-Chloro-pyridine-2-carboxylic acid [4-methyl-5-(1-methyl-2-oxo-1,2,3,4-tetrahydro-quinolin-6-yl)-pyridin-3-ylmethyl]-amide CC1=C(C=NC=C1C=1C=C2CCC(N(C2=CC1)C)=O)CNC(=O)C1=NC=CC=C1Cl